ClC1=NC=C(C(=N1)C1=NC=CC=C1F)Cl 2,5-dichloro-4-(3-fluoropyridin-2-yl)pyrimidine